C1(CC1)N1N=NC(=C1)C(=O)N[C@H](C)C=1SC(=NN1)C1=CC=CC=C1 |r| Racemic-1-cyclopropyl-N-(1-(5-phenyl-1,3,4-thiadiazol-2-yl)ethyl)-1H-1,2,3-triazole-4-carboxamide